tert-butylacetylene C(C)(C)(C)C#C